NC=1C=C2C(N(C=NC2=CC1)CCCC)=O 6-amino-3-butylquinazolin-4(3H)-one